O=C1NC(CCC1N1C(C2=CC=C(C=C2C1=O)NCCCOCCOCCOC1=CC=C(C=C1)\C(=C(\CC)/C1=CC=CC=C1)\C1=CC=C(C=C1)O)=O)=O (Z)-2-(2,6-dioxopiperidin-3-yl)-5-((3-(2-(2-(4-(1-(4-hydroxyphenyl)-2-phenylbut-1-en-1-yl)phenoxy)ethoxy)ethoxy)propyl)amino)isoindoline-1,3-dione